((4-Chloro-2-methylphenyl)ethynyl)trimethylsilane ClC1=CC(=C(C=C1)C#C[Si](C)(C)C)C